1-((2,3-dihydrobenzofuran-5-yl)sulfonyl)-N-(6-methylbenzo[d]thiazol-5-yl)piperidine-4-carboxamide O1CCC2=C1C=CC(=C2)S(=O)(=O)N2CCC(CC2)C(=O)NC=2C(=CC1=C(N=CS1)C2)C